N-(4-(4-amino-5-(3-fluoro-4-((4-methylpyrimidin-2-yl)oxy)phenyl)pyrazolo[5,1-f][1,2,4]triazin-6-yl)-3-methoxyphenyl)methacrylamide NC1=NC=NN2C1=C(C(=N2)C2=C(C=C(C=C2)NC(C(=C)C)=O)OC)C2=CC(=C(C=C2)OC2=NC=CC(=N2)C)F